N-((S)-1-(((S)-1-amino-1-oxo-3-((S)-2-oxopiperidin-3-yl)propan-2-yl)amino)-3-cyclopropyl-1-oxopropan-2-yl)-7-chloro-5-methoxy-1H-indole-2-carboxamide NC([C@H](C[C@H]1C(NCCC1)=O)NC([C@H](CC1CC1)NC(=O)C=1NC2=C(C=C(C=C2C1)OC)Cl)=O)=O